dimethyl 2,3,5,6-toluenetetracarboxylate CC1=C(C(=CC(=C1C(=O)[O-])C(=O)[O-])C(=O)OC)C(=O)OC